FC(S(=O)(=O)[O-])(F)F.C(C1=CC=CC=C1)C1=C([SH+]C=CC=CC=C1)CC1=CC=C(C=C1)OC(=O)OC Benzyl-(4-((methoxycarbonyl)oxy)phenyl)methylthioninium trifluoromethanesulfonate